ClC=1C=C2NC(C=3N(C2=C(C1C1=C2C=CNC2=CC(=C1)C(F)(F)F)C)C(=NN3)C)(C)C 7-Chloro-1,4,4,9-tetramethyl-8-[6-(trifluoromethyl)-1H-indol-4-yl]-5H-[1,2,4]triazolo[4,3-a]quinoxaline